methyl 4-((6-(3-(4-methoxybenzyl)ureido)-2-azaspiro[3.3]heptan-2-yl)sulfonyl)cyclohexane-1-carboxylate COC1=CC=C(CNC(NC2CC3(CN(C3)S(=O)(=O)C3CCC(CC3)C(=O)OC)C2)=O)C=C1